C(C)(=O)C=1C=CC=C2C(=CN(C12)C(=O)OC(C)(C)C)Br tert-butyl 7-acetyl-3-bromoindole-1-carboxylate